2,3,3,6-tetramethyl-4-methylenetetrahydro-2H-pyran CC1OC(CC(C1(C)C)=C)C